ClC1=CC=C(CCOO)C=C1 4-chlorophenethyl hydrogen peroxide